BrC=1C=C(C=CC1)C=1C[C@@H]([C@H](CC1)NC(=O)OC(C)(C)C)C(=O)O (3S,4S)-3'-Bromo-4-((tert-butoxycarbonyl)amino)-2,3,4,5-tetrahydro-[1,1'-biphenyl]-3-carboxylic Acid